(R)-3-(2-((R)-4-(4-fluorophenyl)-2-methylpiperazin-1-yl)ethyl)-2-oxa-8-azaspiro[4.5]decan-1-one FC1=CC=C(C=C1)N1C[C@H](N(CC1)CC[C@@H]1OC(C2(C1)CCNCC2)=O)C